BrC1=C(N(C=2N=CN=C(C21)C)C)C=2C(=NC(=CC2C)C#C[Si](C)(C)C(C)(C)C)C 5-Bromo-6-(6-((tert-butyldimethylsilyl)ethynyl)-2,4-dimethylpyridin-3-yl)-4,7-dimethyl-7H-pyrrolo[2,3-d]pyrimidine